[F-].C(CCCCCC)[N+]1=CC=CC=C1 N-heptyl-pyridinium fluoride